BrC1=C(C=C(OC[C@@H](CC2CCN(CC2)C(=O)OC(C)(C)C)C)C=C1)C tert-butyl 4-[(2R)-3-(4-bromo-3-methyl-phenoxy)-2-methyl-propyl]piperidine-1-carboxylate